C(C)OC(CC1=C(C=CC=C1)OCC1=COC2=C1C=C(C=C2CN2CCN(CC2)C)C2=CC(=CC=C2)CN)=O.C[Si](C2=CC(=CC=C2)[Si](C)(C)C)(C)C 1,3-bis(trimethylsilyl)benzene ethyl-2-(2-((5-(3-(aminomethyl)phenyl)-7-((4-methylpiperazin-1-yl)methyl)benzofuran-3-yl)methoxy)phenyl)acetate